2-phenylbenzotriazole C1(=CC=CC=C1)N1N=C2C(=N1)C=CC=C2